8-Cyclopentyl-N-(3-fluoro-5-(4-(4-fluorophenyl)-1,4-diazepan-1-yl)benzyl)-7H-purine C1(CCCC1)C1=NC2=NCN(C=C2N1)CC1=CC(=CC(=C1)N1CCN(CCC1)C1=CC=C(C=C1)F)F